(1R,2R,5S)-benzyl-2-(2-hydroxyethyl)-3,8-diazabicyclo[3.2.1]octane C(C1=CC=CC=C1)[C@@]12[C@H](NC[C@H](CC1)N2)CCO